BrC1=CC=C(C=C1)N1CC2(CCC2)CC1=O 6-(4-Bromophenyl)-6-azaspiro[3.4]octan-7-one